4-bromo-2-(bromomethyl)-1-methoxybenzene BrC1=CC(=C(C=C1)OC)CBr